C(C)(C)(C)OC(=O)N1CCCCC1 piperidinecarboxylic acid tert-butylester